2,3-dihydroxy-3-methyl-pentanoic acid OC(C(=O)O)C(CC)(C)O